2,4-difluoro-N-hydroxyiminobenzoyl chloride FC1C(C(=O)Cl)=CC=C(C1=NO)F